FC=1C=CC(=NC1)C1=NN2C(COC(C2)(C)C)=C1C1=NC=2N(C=C1)N=CC2 2-(5-fluoropyridin-2-yl)-6,6-dimethyl-3-(pyrazolo[1,5-a]pyrimidin-5-yl)-6,7-dihydro-4H-pyrazolo[5,1-c][1,4]oxazine